C(CC(O)(C(=O)[O-])CC(=O)[O-])(=O)[O-].[Li+].[Li+].[Li+].[Li+] lithium trilithium citrate